C(C1=CC=CC=C1)OC[C@@]1([C@H](C1)C1=CC=C(C=C1)C(=O)OC)C(=O)O (1R,2R)-1-((benzyloxy)methyl)-2-(4-(methoxycarbonyl)phenyl)cyclopropane-1-carboxylic acid